6-[1-(7-azaspiro[3.5]nonan-2-yl)-3-methyl-pyrazol-4-yl]-4-[(1R)-1-(2-pyridinyl)ethoxy]pyrazolo[1,5-a]pyridine-3-carbonitrile C1C(CC12CCNCC2)N2N=C(C(=C2)C=2C=C(C=1N(C2)N=CC1C#N)O[C@H](C)C1=NC=CC=C1)C